NC1(CCN(CC1)C(=O)C=1OC(=CC1)SC1=CC=C(C=C1)N)C (4-amino-4-methylpiperidin-1-yl)(5-((4-aminophenyl)thio)furan-2-yl)methanone